3β-(1H-benzimidazol-1-yl)-17-(1H-benzimidazol-1-yl)androsta-5,16-diene N1(C=NC2=C1C=CC=C2)[C@@H]2CC1=CC[C@H]3[C@@H]4CC=C([C@@]4(C)CC[C@@H]3[C@]1(CC2)C)N2C=NC1=C2C=CC=C1